S1C=CC2=C1C(=CC=C2)S(=O)(=O)C2=CC=C(C=C2)CNC(=O)C2=CC=1C(=CN=CC1)O2 N-{[4-(1-benzothiophene-7-sulfonyl)phenyl]methyl}furo[2,3-c]pyridine-2-carboxamide